FC=1C=CC=C2C=CC(=NC12)C1CCOCC1 8-fluoro-2-(oxan-4-yl)quinolin